[1-[(4-cyanophenyl)-[(1R,2R)-2-[[(2R,4R)-2-(trifluoromethyl)chroman-4-yl]carbamoyl]cyclopropyl]methyl]-4,4-dimethyl-6-oxo-hexahydropyrimidin-2-ylidene]ammonium C(#N)C1=CC=C(C=C1)C(N1C(NC(CC1=O)(C)C)=[NH2+])[C@H]1[C@@H](C1)C(N[C@@H]1C[C@@H](OC2=CC=CC=C12)C(F)(F)F)=O